N-lauryl-β-iminopropionic acid C(CCCCCCCCCCC)N=CCC(=O)O